FC(C1CCC2(CCCN12)CO)F (3-(Difluoromethyl)tetrahydro-1H-pyrrolizin-7a(5H)-yl)methanol